1-(tert-butyl) 2-methyl (2S,4S)-4-(5-(benzyloxy)-2-methylbenzofuran-3-carboxamido)-pyrrolidine-1,2-dicarboxylate C(C1=CC=CC=C1)OC=1C=CC2=C(C(=C(O2)C)C(=O)N[C@H]2C[C@H](N(C2)C(=O)OC(C)(C)C)C(=O)OC)C1